COC=1C=C2[C@]3(C(NC2=CC1)=O)[C@@H](C3)C3=CC=C1C(=NNC1=C3)NC3=CC=CC=1C(COC13)=O (1R,2S)-5'-methoxy-2-[3-[(3-oxo-2H-1-benzofuran-7-yl)amino]-1H-indazol-6-yl]-1'H-spiro[cyclopropan-1,3'-indol]-2'-one